tert-Butyl (2R,5S)-4-(5-iodo-7H-pyrrolo[2,3-d]pyrimidin-4-yl)-2,5-dimethylpiperazine-1-carboxylate IC1=CNC=2N=CN=C(C21)N2C[C@H](N(C[C@@H]2C)C(=O)OC(C)(C)C)C